C(C)(=O)NC=1C=C(C=CC1)C=1N=NN(C1)CC(=O)N/N=C/C1=CC=C(C=C1)O (E)-2-(4-(3-acetylaminophenyl)-1H-1,2,3-triazol-1-yl)-N'-(4-hydroxybenzylidene)acethydrazide